COC(=O)[C@@H]1N(CC[C@H](C1)C)C(C(CCCNC=NN)NS(=O)(=O)C=1C=CC=C2CC(CNC12)C)=O (2R,4R)-1-[5-[(aminoiminomethyl)amino]-1-oxo-2-[[(1,2,3,4-tetrahydro-3-methyl-8-quinolinyl)sulfonyl]amino]pentyl]-4-methyl-2-piperidinecarboxylic acid methyl ester